(S)-2-[4-bromo-2-(1,2,3-thiadiazol-4-yl)phenoxy]propionic acid BrC1=CC(=C(O[C@H](C(=O)O)C)C=C1)C=1N=NSC1